C(C)(C)(C)OC(N(C)CC1=NC=C(C=C1)Br)=O N-[(5-bromo-2-pyridinyl)methyl]-N-methyl-carbamic acid tert-butyl ester